(3-(((benzyloxy)carbonyl)amino)propyl)carbamic acid tert-butyl ester C(C)(C)(C)OC(NCCCNC(=O)OCC1=CC=CC=C1)=O